C(C)C=1C(NC2=CC=C(C=C2C1)NS(=O)(=O)C1=CC(=C(C=C1)F)C)=O N-(3-ethyl-2-oxo-1,2-dihydroquinolin-6-yl)-4-fluoro-3-methylbenzenesulfonamide